1-(hexyloxy)-4-cyanobenzene C(CCCCC)OC1=CC=C(C=C1)C#N